Cyclohexyl-hexanoate C1(CCCCC1)OC(CCCCC)=O